FC1=CC(=C(OC=2N=NC(=C(C2C(=O)OC)C)I)C=C1)C methyl 3-(4-fluoro-2-methyl-phenoxy)-6-iodo-5-methylpyridazine-4-carboxylate